(3-((5-bromo-2-chloropyrimidin-4-yl)amino)-8-methylquinolin-4-yl)dimethylphosphine oxide BrC=1C(=NC(=NC1)Cl)NC=1C=NC2=C(C=CC=C2C1P(C)(C)=O)C